4-(3,4,5-trimethoxyphenyl)-1,3-dihydro-2H-imidazo[4,5-b]pyridin-2-one COC=1C=C(C=C(C1OC)OC)N1C2C(=CC=C1)NC(N2)=O